(S)-2-(3-chloro-4-fluoro-5-methylbenzyl)-6-(((R)-1-(5-chloropyridin-2-yl)-2-methylpropyl)amino)-N-hydroxyhexanamide ClC=1C=C(C[C@@H](C(=O)NO)CCCCN[C@H](C(C)C)C2=NC=C(C=C2)Cl)C=C(C1F)C